S1C(=NC2=C1C=CC=C2)COC=2N=CC1=CC(=CC(=C1C2)C(=O)N2CCCCC2)C(=O)N2CCC(CC2)(C#N)C2=CC=CC=C2 1-(3-(benzo[d]thiazol-2-ylmethoxy)-5-(piperidine-1-carbonyl)isoquinoline-7-carbonyl)-4-phenylpiperidine-4-carbonitrile